3-(pentafluoro-λ6-sulfaneyl)aniline FS(C=1C=C(N)C=CC1)(F)(F)(F)F